6-(8-(benzo[d]thiazol-2-ylcarbamoyl)-3,4-dihydroisoquinolin-2(1H)-yl)-3-(1-benzyl-1H-pyrazol-4-yl)picolinic acid tert-butyl ester C(C)(C)(C)OC(C1=NC(=CC=C1C=1C=NN(C1)CC1=CC=CC=C1)N1CC2=C(C=CC=C2CC1)C(NC=1SC2=C(N1)C=CC=C2)=O)=O